C1(CCCCC1)C(=O)C=1C=NC(=NC1)N1CCNCC1 cyclohexyl-(2-piperazin-1-ylpyrimidin-5-yl)methanone